BrC=1C=C(C2=C(CCO2)C1)C 5-bromo-7-methyl-2,3-dihydrobenzofuran